7-(benzylthio)quinoxalin-2-ol C(C1=CC=CC=C1)SC1=CC=C2N=CC(=NC2=C1)O